ClC=1C=CC2=C(C(=NC=CN2)C2=CC=CC=C2)C1 7-chloro-5-phenyl-1,4-benzodiazepine